nickel gallium aluminum [Al].[Ga].[Ni]